C1(CC1)/C=C/C(=O)C1=NC=CC=C1 (E)-3-cyclopropyl-1-(pyridin-2-yl)-2-propen-1-one